OC1=C(C(N(C2=NC=CC=C12)CCN1CCOCC1)=O)C(=O)NC1C[C@H](CC1)C 4-hydroxy-N-((3S)-3-methylcyclopentyl)-1-(2-morpholinoethyl)-2-oxo-1,2-dihydro-1,8-naphthyridine-3-carboxamide